tri(3-ethyl-2-methyl-2-pentyl) citrate C(CC(O)(C(=O)OC(C)(C(CC)CC)C)CC(=O)OC(C)(C(CC)CC)C)(=O)OC(C)(C(CC)CC)C